OC=1C=2CCO[C@@H](C2C2=C(C1)OCO2)CN(C(OC(C)(C)C)=O)C (S)-tert-butyl ((5-hydroxy-7,9-dihydro-6H-[1,3]dioxolo[4,5-h]isochromen-9-yl)methyl)(methyl)carbamate